ClC=1C(=CC(=C(C1)S(=O)(=O)N(C=1SC(=CN1)F)CC1=C(C=C(C=C1)OC)OC)F)F 5-chloro-N-(2,4-dimethoxybenzyl)-2,4-difluoro-N-(5-fluorothiazole-2-yl)benzenesulfonamide